[Co].[Ni].[K].O[C@H](CN(C(C1=C(C=C(C=C1)C1=CN(C2=NC=C(N=C21)B2OC(C(O2)(C)C)(C)C)S(=O)(=O)CC2=CC=CC=C2)C)=O)C)C (S)-N-(2-hydroxypropyl)-N,2-dimethyl-4-(2-(4,4,5,5-tetramethyl-1,3,2-dioxaborolan-2-yl)-5-toluenesulfonyl-5H-pyrrolo[2,3-b]pyrazin-7-yl)benzamide Potassium nickel cobalt